2-(methoxymethyl)-N-(thiophen-2-ylmethyl)-6-({[2-(trifluoromethyl)phenyl]carbonyl}amino)-1H-benzimidazole-4-carboxamide COCC1=NC2=C(N1)C=C(C=C2C(=O)NCC=2SC=CC2)NC(=O)C2=C(C=CC=C2)C(F)(F)F